methyl-N-(5-nitrothiazol-2-yl)-2-propylbenzamide CC=1C(=C(C(=O)NC=2SC(=CN2)[N+](=O)[O-])C=CC1)CCC